2-[4-(piperidin-4-yl)-6-(4-hydroxypiperidin-1-yl)pyrimidin-2-ylamino]-4-methylthiazole-5-carboxylic acid ethyl ester C(C)OC(=O)C1=C(N=C(S1)NC1=NC(=CC(=N1)C1CCNCC1)N1CCC(CC1)O)C